bis(2-trifluoromethyl-3-aminophenoxy)benzophenone FC(C1=C(OC=2C(=C(C(=O)C3=CC=CC=C3)C=CC2)OC2=C(C(=CC=C2)N)C(F)(F)F)C=CC=C1N)(F)F